tert-butyl (3S)-3-(3-(3-bromophenyl)-1-(tert-butoxy)-2-fluoro-1-oxopropan-2-yl)pyrrolidine-1-carboxylate BrC=1C=C(C=CC1)CC(C(=O)OC(C)(C)C)(F)[C@@H]1CN(CC1)C(=O)OC(C)(C)C